ethyl 2-[(8-hydroxy-3-methyl-1-oxo-3,4-dihydroisochromene-7-carbonyl)amino]-3-phenylpropanoate OC=1C(=CC=C2CC(OC(C12)=O)C)C(=O)NC(C(=O)OCC)CC1=CC=CC=C1